CC1(OC(CN(C1)CC=1C=NN(C1)C1=NC=C(C#N)C(=C1)C)C=1C(=C2COC(C2=CC1)=O)C)C 6-(4-((2,2-dimethyl-6-(4-methyl-1-oxo-1,3-dihydroisobenzofuran-5-yl)morpholino)methyl)-1H-pyrazol-1-yl)-4-methylnicotinonitrile